FC=1C=CC2=C(N(C(=N2)C=2C(=NON2)N)CC=2C=NC=CC2)C1 4-[6-fluoro-1-(pyridin-3-ylmethyl)benzoimidazol-2-yl]-1,2,5-oxadiazol-3-amine